FC1=C(C=CC=C1)C1=CC(=CN1S(=O)(=O)C1=CC(=CC=C1)OCCOC)N(C)C (5-(2-fluorophenyl)-1-((3-(2-methoxyethoxy)phenyl)sulfonyl)-1H-pyrrol-3-yl)-N-methylmethylamine